C(C)(C)(C)OC(=O)N1CCC(CC1)N(C1=NC2=CC=CC=C2C=C1)C 4-(methyl-(quinolin-2-yl)amino)piperidine-1-carboxylic acid tert-butyl ester